C(C)(C)(C)OC(=O)N1CCN(C2=CC=CC=C12)C1=CC2=C(N=C(N=C2)SC)N(C1=O)C.OCC(NC(C=C)=O)(CO)CO N-[tri(hydroxymethyl)methyl]acrylamide tert-butyl-4-(8-methyl-2-methylsulfanyl-7-oxo-pyrido[2,3-d]pyrimidin-6-yl)-2,3-dihydroquinoxaline-1-carboxylate